FC=1C(NC(N(C1)[C@H]1C[C@@H]([C@H](O1)[C@@H](C=C)O[P@](=O)(OC1=CC=CC=C1)N[C@@H](C)C(=O)OCC1=CC=CC=C1)O)=O)=O benzyl ((S)-(((R)-1-((2S,3S,5R)-5-(5-fluoro-2,4-dioxo-3,4-dihydropyrimidin-1(2H)-yl)-3-hydroxytetrahydrofuran-2-yl)allyl)oxy)(phenoxy)phosphoryl)-L-alaninate